NC1=C(C2=C(OCCOC2)S1)C(=O)C1=C(C=CC=C1F)F (7-amino-2,3-dihydro-5H-thieno[2,3-e][1,4]dioxepin-6-yl)(2,6-difluorophenyl)methanone